[6-[4-(2-tert-butoxycarbonyl-2,6-diazaspiro[3.3]heptane-6-yl)phenyl]-7-fluoro-indazol-2-yl]-2-(6,7-dihydro-5H-pyrrolo[1,2-c]imidazol-1-yl)acetic acid C(C)(C)(C)OC(=O)N1CC2(C1)CN(C2)C2=CC=C(C=C2)C=2C=CC1=CN(N=C1C2F)C(C(=O)O)C2=C1N(C=N2)CCC1